C1(CC1)N1N=CC(=C1)[C@@H]1OCCC(C1)C=1N=C(C2=C(C(N(N=C2)C)=O)N1)C1=C(C=C(C=C1)C(F)(F)F)F 2-((2R)-2-(1-cyclopropyl-1H-pyrazol-4-yl)tetrahydro-2H-pyran-4-yl)-4-(2-fluoro-4-(trifluoromethyl)phenyl)-7-methylpyrimido[4,5-d]pyridazin-8(7H)-one